N-[1-(3-chloro-5-methyl-pyrazin-2-yl)ethyl]-3,5-bis(trifluoromethyl)benzamide ClC=1C(=NC=C(N1)C)C(C)NC(C1=CC(=CC(=C1)C(F)(F)F)C(F)(F)F)=O